NC1=NC(=NC=C1C(=O)NC1=CC=C(C=C1)F)N1CCC(CC1)(C)N 4-amino-2-(4-amino-4-methylpiperidin-1-yl)-N-(4-fluorophenyl)pyrimidine-5-carboxamide